tert-butyl (3R,4R)-4-(((7-((tert-butoxycarbonyl)(4-(pyridin-2-yl)benzyl)amino)-3-chloropyrazolo[1,5-a]pyrimidin-5-yl)amino)methyl)-3-hydroxypiperidine-1-carboxylate C(C)(C)(C)OC(=O)N(C1=CC(=NC=2N1N=CC2Cl)NC[C@@H]2[C@H](CN(CC2)C(=O)OC(C)(C)C)O)CC2=CC=C(C=C2)C2=NC=CC=C2